(6-fluoro-3-phenyl-1H-indol-2-yl)(2-methoxyphenyl)(phenyl)methanol FC1=CC=C2C(=C(NC2=C1)C(O)(C1=CC=CC=C1)C1=C(C=CC=C1)OC)C1=CC=CC=C1